FC(C=1C=C(CN2C(=NC=3C2=NC(=CN3)C=3C2=C(C(N(C3)C)=O)NC=C2)C)C=CC1Cl)(F)F 4-(1-(3-trifluoromethyl-4-chloro-benzyl)-2-methyl-1H-imidazo[4,5-b]pyrazin-6-yl)-6-methyl-1H-pyrrolo[2,3-c]pyridin-7(6H)-one